tert-butyl 2-[[2-[(4,4-difluorocyclohexyl)amino]-1-(5-fluoro-3-pyridyl)-2-oxo-ethyl]-[4-(pentafluoro-λ6-sulfanyl)phenyl]carbamoyl]-5-oxo-piperazine-1-carboxylate FC1(CCC(CC1)NC(C(C=1C=NC=C(C1)F)N(C(=O)C1N(CC(NC1)=O)C(=O)OC(C)(C)C)C1=CC=C(C=C1)S(F)(F)(F)(F)F)=O)F